ClC1=C(N=NC(=C1)Cl)C(=O)N 4,6-dichloropyridazine-3-carboxamide